4-(4-(3,8-diazabicyclo[3.2.1]oct-3-yl)-8-fluoro-2-((3-hydroxytetrahydrofuran-3-yl)methoxy)-6-(trifluoromethyl)quinazolin-7-yl)-2-amino-7-fluorobenzo[b]thiophene-3-carbonitrile C12CN(CC(CC1)N2)C2=NC(=NC1=C(C(=C(C=C21)C(F)(F)F)C2=CC=C(C=1SC(=C(C12)C#N)N)F)F)OCC1(COCC1)O